3,3,3,2-tetrafluorochloro-1-propene FC(C(=CCl)F)(F)F